2-methyl-phenoxazine CC1=CC=2NC3=CC=CC=C3OC2C=C1